[N+](=O)([O-])C1=CC=C(C=C1)C(C#CC1=CC=C(C=C1)C)=O 1-(4-nitrophenyl)-3-(p-tolyl)prop-2-yn-1-one